[Cl-].C(CCCCCCC)[N+]1=C(C=CC=C1)CCCC 1-octyl-2-butylpyridinium chloride